O1CCN(CC1)C=1C2=C(N=C(N1)N/N=C/C=1C=C(C=CC1)C)N=C(O2)C(=O)NC2=CC=NC=C2 7-morpholino-5-[(2E)-2-(m-tolylmethylene)hydrazino]-N-(4-pyridyl)oxazolo[4,5-d]pyrimidine-2-carboxamide